ethyl 4-amino-5-cyano-2-hydroxy-benzoate NC1=CC(=C(C(=O)OCC)C=C1C#N)O